1-(4-methoxyphenyl)pentane benzyl-N,N-bis(2-oxoethyl)carbamate C(C1=CC=CC=C1)OC(N(CC=O)CC=O)=O.COC1=CC=C(C=C1)CCCCC